COC1=C(C=CC(=N1)C1=CC=C(N=N1)OC1CC2CCC(C1)N2C(=O)OC(C)(C)C)C=2N=NN(C2)C tert-butyl 3-({6-[6-methoxy-5-(1-methyl-1,2,3-triazol-4-yl)pyridin-2-yl]pyridazin-3-yl}oxy)-8-azabicyclo[3.2.1]octane-8-carboxylate